C(CCCCCCCC(=O)O)(=O)O.C(C=1C(C(=O)O)=CC(C(=O)O)=CC1)(=O)O.CC(CCO)CCO (3-methyl-1,5-pentanediol) trimellitate azelate